BrC1=NC(=CC(=C1)B1OC(C(O1)(C)C)(C)C)C1(CC1)O[Si](C)(C)C(C)(C)C 2-Bromo-6-(1-((tert-butyldimethylsilyl)oxy)cyclopropyl)-4-(4,4,5,5-tetramethyl-1,3,2-dioxaborolane-2-yl)pyridine